N-(5-methyl-1,3,4-oxadiazol-2-yl)-5-(trifluoromethyl)[1,2,4]triazolo-[4,3-a]pyridin-8-carboxamid CC1=NN=C(O1)NC(=O)C=1C=2N(C(=CC1)C(F)(F)F)C=NN2